CN1N=C(N=N1)C1=NC(=CC(=N1)N1C[C@H](CC1)O)C1=CC=C(C=C1)C(F)(F)F (S)-1-(2-(2-methyl-2H-tetrazol-5-yl)-6-(4-(trifluoromethyl)phenyl)pyrimidin-4-yl)pyrrolidin-3-ol